2-(7-fluorobenzofuran-6-yl)-5-methylthiomorpholine FC1=C(C=CC=2C=COC21)C2CNC(CS2)C